COC=1C=C2C=CC(=CC2=CC1)C1=NNC(C1)C=1C=C2CN(C(C2=CC1)=O)C1C(NC(CC1)=O)=O 3-(5-(3-(6-methoxynaphthalen-2-yl)-4,5-dihydro-1H-pyrazol-5-yl)-1-oxoisoindolin-2-yl)piperidine-2,6-dione